N1(CCC[C@H]2CCCC[C@H]12)C([C@@H](CO)N(C1CC1)CC1=C(OCCNC(OC(C)(C)C)=O)C=C(C=C1)OC)=O tert-butyl N-{2-[2-({[(2R)-1-[(4aR,8aS)-decahydroquinolin-1-yl]-3-hydroxy-1-oxopropan-2-yl](cyclopropyl)amino}methyl)-5-methoxyphenoxy]ethyl}carbamate